ClC1=C2C=CC=NC2=C(C=C1)OCC(=O)OC(CC(C)C)C 1,3-dimethylbut-1-yl (5-chloro-8-quinolineoxy)acetate